C(C)(=O)[C@H]1N(CCCCC1)C(=O)OC(C)(C)C tert-butyl (2S)-2-acetylazepane-1-carboxylate